BrC1=CC2=C(N(C(=N2)CCC2=C(C=C(C=C2)Cl)Cl)CC2=C(OCC3=CC(=C(C=C3)CCC(=O)O)CC)C=CC=C2)C=C1 3-(4-((2-((5-Bromo-2-(2,4-dichlorophenethyl)-1H-benzo[d]imidazol-1-yl)methyl)phenoxy)methyl)-2-ethylphenyl)propanoic acid